o-nitrobenzohydroxamic acid [N+](=O)([O-])C1=C(C(=O)NO)C=CC=C1